(2E)-N-{4-[(3-Chloro-4-fluorophenyl)amino]-7-methoxy-6-quinazolinyl}-4-(1-piperidinyl)-2-butenamide ClC=1C=C(C=CC1F)NC1=NC=NC2=CC(=C(C=C12)NC(\C=C\CN1CCCCC1)=O)OC